O(C1=CC=CC=C1)C1=CC=C(C=C1)C1=NNC2=NC=NC(=C21)N 3-(4-phenoxyphenyl)pyrazolo[3,4-d]pyrimidin-4-amine